C[NH+]1CC(C1)NC(=O)C=1C=C(C=CC1)[C@@H](CCN1CCC(CC1)CC(=O)O)NC(=O)C=1SC2=NC=3CC[C@@H](CC3C=C2N1)C(C)(C)C 2-[1-[(3R)-3-[3-[(1-methylazetidin-1-ium-3-yl)carbamoyl]phenyl]-3-[[(7S)-7-tert-butyl-5,6,7,8-tetrahydrothiazolo[5,4-b]quinoline-2-carbonyl]amino]propyl]-4-piperidyl]acetic acid